N-((S)-(7-((R)-Cyclopropyl((S*)-3-ethyl-5,5,5-trifluoropentanamido)methyl)imidazo[1,2-b]pyridazin-2-yl)(4,4-difluorocyclohexyl)methyl)-4-methyl-1,2,5-oxadiazole-3-carboxamide C1(CC1)[C@H](C1=CC=2N(N=C1)C=C(N2)[C@@H](NC(=O)C2=NON=C2C)C2CCC(CC2)(F)F)NC(C[C@@H](CC(F)(F)F)CC)=O |o1:34|